Methyl-3-((3-butyl-3-ethyl-5-(4-fluorophenyl)-7-(methylthio)-1,1-dioxido-2,3,4,5-tetrahydro-1,5-benzothiazepin-8-yl)oxy)-2-hydroxypropanoate COC(C(COC1=CC2=C(N(CC(CS2(=O)=O)(CC)CCCC)C2=CC=C(C=C2)F)C=C1SC)O)=O